5-phenylAzole-4-carboxamide C1(=CC=CC=C1)C1=C(C=CN1)C(=O)N